S1N=CC=C1C1=C(N[C@H](C)C=2C=C(C=C3C(C(=C(OC23)C=2C=NC=CC2)C)=O)C)C=CC=C1 8-[(1R)-1-(2-Isothiazol-5-ylanilino)ethyl]-3,6-dimethyl-2-(3-pyridyl)-chromen-4-one